O=NC=1NC(C=2NC=NC2N1)=O Oxo-guanine